OC1=C(C=CC=C1)C1=COC2=C(C=C(C=C2C1=O)OC)OC 3-(2-hydroxybenzenyl)-6,8-dimethoxy-4H-chromen-4-one